2-amino-9-(cis-3-(hydroxymethyl)cyclobutyl)-1,9-dihydro-6H-purin-6-one NC=1NC(C=2N=CN(C2N1)[C@@H]1C[C@@H](C1)CO)=O